C(C)N1C[C@@H](CCC1)NC1=NN=C(C(N1C)=O)C1=C(C=C(C=C1)C(F)(F)F)O (R)-3-((1-ethylpiperidin-3-yl)amino)-6-(2-hydroxy-4-(trifluoromethyl)phenyl)-4-methyl-1,2,4-triazine-5(4H)-one